(E)-4-(3-fluorophenyl)but-3-ene FC=1C=C(C=CC1)/C=C/CC